4-(3-bromo-5-methyl-1H-pyrazol-1-yl)benzonitrile BrC1=NN(C(=C1)C)C1=CC=C(C#N)C=C1